NC1=C(N=CC(=N1)N1CCC2(CC1)C(C1=CC(=CC=C1C2)Cl)N)SC2=C(C(=NC=C2)N)Cl 1'-(6-amino-5-((2-amino-3-chloropyridin-4-yl)thio)pyrazin-2-yl)-6-chloro-1,3-dihydrospiro[indene-2,4'-piperidin]-1-amine